C(C1=CC=CC=C1)N1N=C(N=C1)C(=O)N[C@H]1C(N(C=2N(CC1)N=C(C2)[C@@H]2C(C2)(F)F)C)=O |r| 1-benzyl-N-[rac-(6R)-4-methyl-5-oxo-2-[rac-(1R)-2,2-difluorocyclopropyl]-7,8-dihydro-6H-pyrazolo[1,5-a][1,3]diazepin-6-yl]-1,2,4-triazole-3-carboxamide